((7-cyano-5-(1-cyclopropylethyl)-2,3-dihydro-1H-inden-4-yl)carbamoyl)-4-(2-hydroxypropan-2-yl)furan-2-sulfonamide C(#N)C=1C=C(C(=C2CCCC12)NC(=O)C1=C(OC=C1C(C)(C)O)S(=O)(=O)N)C(C)C1CC1